2-amino-N-(amino-oxo-phenyl-λ6-sulfanylidene)acetamide NCC(=O)N=S(C1=CC=CC=C1)(=O)N